3-(7-((3,3-difluoro-1-methylpiperidin-4-yl)amino)-3-ethylthieno[2,3-c]pyridin-2-yl)prop-2-yn FC1(CN(CCC1NC=1N=CC=C2C1SC(=C2CC)C#CC)C)F